C(C)(C)(C)C=1C=C(C=C(C1O)C(C)(C)C)CCC(=O)OCCSCCOC(CCC1=CC(=C(C(=C1)C(C)(C)C)O)C(C)(C)C)=O thiodiethyleneglycol-bis[3-(3,5-di-t-butyl-4-hydroxyphenyl) propionate]